5-carbamoyluridine C(N)(=O)C=1C(NC(N([C@H]2[C@H](O)[C@H](O)[C@@H](CO)O2)C1)=O)=O